(1S,2S)-N-(6-(5-chloro-7-(1-(2,2-difluoroacetamido)ethyl)-6-fluoro-1H-indazol-4-yl)imidazo[1,2-a]pyridin-2-yl)-2-fluorocyclopropane-1-carboxamide ClC=1C(=C2C=NNC2=C(C1F)C(C)NC(C(F)F)=O)C=1C=CC=2N(C1)C=C(N2)NC(=O)[C@H]2[C@H](C2)F